(5S,8S)-N-(2-chloro-4-fluorobenzyl)-5-fluoro-8-hydroxy-8-((methylthio)methyl)-5,6,7,8-tetrahydroquinoline-5-carboxamide ClC1=C(CNC(=O)[C@]2(C=3C=CC=NC3[C@@](CC2)(CSC)O)F)C=CC(=C1)F